CC(CN(C1=CC=CC2=CC=CC=C12)CC)(C)C N-(2,2-dimethylpropyl)-N-ethyl-naphthalene-1-amine